BrCCOCCOC=1C=C2CCC(C2=CC1)=O 5-[2-(2-bromoethoxy)ethoxy]-2,3-dihydro-1H-inden-1-one